The molecule is a cationic fluorescent dye derived from 9-phenylxanthene. It has a role as a fluorochrome. It is a xanthene dye and an iminium ion. CC1=CC(=C(C=C1)N(CC(=O)OCOC(=O)C)CC(=O)OCOC(=O)C)OCCOC2=C(C=CC(=C2)C3=C4C=CC(=[N+](C)C)C=C4OC5=C3C=CC(=C5)N(C)C)N(CC(=O)OCOC(=O)C)CC(=O)OCOC(=O)C